6-bromo-7-chloro-1,3-benzothiazole BrC1=C(C2=C(N=CS2)C=C1)Cl